2,4,6-tris-(2'-ethylhexyl-r-oxycarbonyl)-anilinol C(C)C(COC(=O)C1=C(NO)C(=CC(=C1)C(=O)OCC(CCCC)CC)C(=O)OCC(CCCC)CC)CCCC